FC(C1=CC=C(C=C1)CN1CCC(C2=CC=CC=C12)N)(F)F 1-[[4-(trifluoromethyl)phenyl]methyl]-3,4-dihydro-2H-quinolin-4-amine